O=C1C(CN(CC1)C(=O)OC(C)(C)C)C(=O)OC 1-(tert-butyl) 3-methyl 4-oxopiperidine-1,3-Dicarboxylate